N-[2-(1-Chloro-5-Hydroxy-1H-indol-3-yl)ethyl]acetamide ClN1C=C(C2=CC(=CC=C12)O)CCNC(C)=O